C(#N)C(C)(C)NS(=O)(=O)C1=CC=C(C=C1)NC([C@H](CC1=CC=CC=C1)NC(C1=CC=C(C=C1)F)=O)=O (S)-N-(1-(4-(N-(2-cyanopropan-2-yl)sulfamoyl)phenylamino)-1-oxo-3-phenylpropan-2-yl)-4-fluorobenzamide